3,3,5-trimethyl-5-isocyanatomethyl-cyclohexane butyl-(2'-chloro-3-fluoro-[2,4'-bipyridin]-3'-yl)carbamate C(CCC)N(C(O)=O)C=1C(=NC=CC1C1=NC=CC=C1F)Cl.CC1(CCCC(C1)(CN=C=O)C)C